N=1C=CN2C1C=CC(=C2)C2=CNC=1N=C(N=C(C12)OC)NC1CC(C1)(C)C(=O)N1CCCC1 ((1r,3r)-3-((5-(imidazo[1,2-a]pyridin-6-yl)-4-methoxy-7H-pyrrolo[2,3-d]pyrimidin-2-yl)amino)-1-methylcyclobutyl)(pyrrolidin-1-yl)methanone